C(C)OCC1CN(CCO1)CC1=CC=CC=C1 2-(ethoxymethyl)-4-benzylmorpholine